CCCCC(=O)[O-].[K+] potassium 5-pentanoate